1-((2-((2,2'-dichloro-3'-(5-formyl-6-methoxypyrazin-2-yl)-[1,1'-biphenyl]-3-yl)amino)-3-fluoropyridin-4-yl)methyl)piperidine-4-carboxylic acid methyl ester COC(=O)C1CCN(CC1)CC1=C(C(=NC=C1)NC=1C(=C(C=CC1)C1=C(C(=CC=C1)C1=NC(=C(N=C1)C=O)OC)Cl)Cl)F